C(C)(=O)OC[C@H](NC([C@@H](NC(=O)C=1N=C(SC1)N1CCC(CC1)COC(NCCCOC)=O)CO[Si](C)(C)C(C)(C)C)=O)C(=O)OC Methyl O-acetyl-N-(O-(tert-butyldimethylsilyl)-N-(2-(4-((((3-methoxypropyl)carbamoyl)oxy)methyl)piperidin-1-yl)thiazole-4-carbonyl)-L-seryl)-L-serinate